C(C)(=O)OCC\C=C\CC (E)-3-hexenyl acetate